4-[(1-tert-Butoxycarbonyl-4-piperidinyl)methyl]-3-oxo-piperazine-1-carboxylic acid benzyl ester C(C1=CC=CC=C1)OC(=O)N1CC(N(CC1)CC1CCN(CC1)C(=O)OC(C)(C)C)=O